C(C)(=O)N[C@H]1[C@H](O)O[C@@H]([C@@H]([C@@H]1O)O)CO 2-deoxy-2-acetamido-beta-D-galactopyranose